The molecule is a quercetin O-glycoside that consists of quercetin attached to a alpha-L-rhamnopyranosyl moiety at position 4' and a beta-D-allopyranosyl moiety at position 3 via a glycosidic linkage. Isolated from Acacia pennata, it exhibits inhibitory activity against cyclooxygenase 1 and 2. It has a role as a metabolite, a cyclooxygenase 1 inhibitor and a cyclooxygenase 2 inhibitor. It is an alpha-L-rhamnoside and a quercetin O-glycoside. It derives from a beta-D-allose. C[C@H]1[C@@H]([C@H]([C@H]([C@@H](O1)OC2=C(C=C(C=C2)C3=C(C(=O)C4=C(C=C(C=C4O3)O)O)O[C@H]5[C@@H]([C@@H]([C@@H]([C@H](O5)CO)O)O)O)O)O)O)O